CC1CC=2N(CC1)N=NC2C(=O)OC methyl 5-methyl-4,5,6,7-tetrahydro-[1,2,3]triazolo[1,5-a]pyridine-3-carboxylate